FC=1C(=NC=C(C1)F)CC1CC2(CNC2)C1 6-[(3,5-difluoro-2-pyridyl)methyl]-2-azaspiro[3.3]heptane